O=C(CN1CCN(CC1)S(=O)(=O)C1=CC=C(C=C1)NC(=O)NCC=1C=NC=CC1)N1CCCCC1 1-(4-{4-[2-oxo-2-(piperidin-1-yl)ethyl]piperazine-1-sulfonyl}phenyl)-3-(pyridin-3-ylmethyl)urea